1,1,3,3-tetravinyltetramethyltrisiloxane C(=C)[Si](O[Si](O[Si](C)(C)C)(C=C)C=C)(C=C)C